C(CCCCCCCCCCCCCCCCCCCCCC)(=O)[O-].[Cu+2].C(CCCCCCCCCCCCCCCCCCCCCC)(=O)[O-] copper tricosylate